N-{8-methoxy-2-methylimidazo[1,2-a]pyrazin-6-yl}-5-(piperazin-1-yl)cinnoline-8-carboxamide COC=1C=2N(C=C(N1)NC(=O)C=1C=CC(=C3C=CN=NC13)N1CCNCC1)C=C(N2)C